FC(CN1N=C2C(N(C(N([C@H]2C)C2CCN(CC2)C2=C(C=CC=C2C)F)=O)CC2=C(C=CC=C2)C(F)(F)F)=C1)(C)F (S)-2-(2,2-difluoro-propyl)-6-[1-(2-fluoro-6-methyl-phenyl)-piperidin-4-yl]-7-methyl-4-(2-trifluoromethyl-benzyl)-2,4,6,7-tetrahydro-pyrazolo[4,3-d]pyrimidin-5-one